7-{(1R,4R)-2-oxa-5-azabicyclo[2.2.1]hept-5-yl}-3-(2-methoxyethyl)-5-[3-(m-tolyl)-1-pyrazolyl]-3H-1,3,4-triazaindene [C@H]12OC[C@H](N(C1)C=1C=C(N=C3N(C=NC13)CCOC)N1N=C(C=C1)C=1C=C(C=CC1)C)C2